BrC1=C(C(=CC=2CCOC21)C2(NC(=CC(=N2)NC)C)N)Cl 2-(7-bromo-6-chloro-2,3-dihydrobenzofuran-5-yl)-N4,6-dimethyl-pyrimidine-2,4-diamine